(2S)-2-(3-{3-[1-(4-Amino-3-methyl-1H-pyrazolo[3,4-d]pyrimidin-1-yl)ethyl]-5-chloro-2-methoxy-6-methylphenyl}azetidin-1-yl)propan NC1=C2C(=NC=N1)N(N=C2C)C(C)C=2C(=C(C(=C(C2)Cl)C)C2CN(C2)C(C)C)OC